C(C=C)(=O)N1C[C@@H]2COC3=C(C(N2CC1)=O)C(=NC(=C3Cl)C3=C(C=CC=C3O)F)OC3CN(CCC3)C (6aR)-8-acryloyl-4-chloro-3-(2-fluoro-6-hydroxyphenyl)-1-((1-methylpiperidin-3-yl)oxy)-6,6a,7,8,9,10-hexahydro-12H-pyrazino[2,1-c]pyrido[3,4-f][1,4]oxazepin-12-one